(5R)-7-(7-(5-ethyl-6-fluoro-1H-benzo[f]indazol-4-yl)-8-fluoro-2-((hexahydro-1H-pyrrolizin-7a-yl)methoxy)pyrido[4,3-d]pyrimidin-4-yl)-1,3,7-triazaspiro[4.5]decane-2,4-dione C(C)C1=C(C=CC2=C1C(=C1C=NNC1=C2)C2=C(C=1N=C(N=C(C1C=N2)N2C[C@@]1(C(NC(N1)=O)=O)CCC2)OCC21CCCN1CCC2)F)F